1-(3-fluoropropyl)-5-oxopyrrolidine-3-carboxylic acid methyl ester COC(=O)C1CN(C(C1)=O)CCCF